2,5-dioxopyrrolidin-1-yl-N2-(((9H-fluoren-9-yl)methoxy)carbonyl)-N6-(tert-butoxycarbonyl)-L-lysine O=C1N(C(CC1)=O)N([C@@H](CCCCNC(=O)OC(C)(C)C)C(=O)O)C(=O)OCC1C2=CC=CC=C2C=2C=CC=CC12